2-(5-bromo-3-ethylsulfonyl-2-pyridinyl)-6-methyl-7-(trifluoromethyl)imidazo[1,2-c]Pyrimidin-5-one BrC=1C=C(C(=NC1)C=1N=C2N(C(N(C(=C2)C(F)(F)F)C)=O)C1)S(=O)(=O)CC